2,6-bis(2,4-dibutyloxyphenyl)-4-(4-bis(4-methylphenyl)aminophenyl)pyridine C(CCC)OC1=C(C=CC(=C1)OCCCC)C1=NC(=CC(=C1)C1=CC=C(C=C1)N(C1=CC=C(C=C1)C)C1=CC=C(C=C1)C)C1=C(C=C(C=C1)OCCCC)OCCCC